FC1(CC(C1)C1=NNC(=N1)C1CC2(CN(C2)C(=O)N2CC3(C2)CC(C3)CC3=CC=C(C=C3)S(=O)(=N)C)C1)F [6-[3-(3,3-difluorocyclobutyl)-1H-1,2,4-triazol-5-yl]-2-azaspiro[3.3]heptan-2-yl]-[6-[4-(methylsulfonimidoyl)benzyl]-2-azaspiro[3.3]heptan-2-yl]methanone